ClC1=CC(=NC=2N1C=C(C2)C(=O)OC)C methyl 4-chloro-2-methylpyrrolo[1,2-a]pyrimidine-7-carboxylate